3-(4-(6-fluoro-1H-indol-3-yl)furan-2-yl)-3-oxopropanoic acid methyl ester COC(CC(=O)C=1OC=C(C1)C1=CNC2=CC(=CC=C12)F)=O